N-((3S,4R)-3-((((1s,4S)-4-(1-methyl-1H-benzo[d]imidazol-6-yl)cyclohexyl)oxy)methyl)-1-(pyridin-2-yl)piperidin-4-yl)methanesulfonamide CN1C=NC2=C1C=C(C=C2)C2CCC(CC2)OC[C@H]2CN(CC[C@H]2NS(=O)(=O)C)C2=NC=CC=C2